3-[[6-[2-[(3R)-4-[2-[1-(10-aminodecyl)triazol-4-yl]acetyl]-3-methyl-piperazin-1-yl]pyrimidin-5-yl]-2,2-dimethyl-3-oxo-pyrrolo[2,3-b]pyridin-1-yl]methyl]pyridine-2-carbonitrile NCCCCCCCCCCN1N=NC(=C1)CC(=O)N1[C@@H](CN(CC1)C1=NC=C(C=N1)C1=CC=C2C(=N1)N(C(C2=O)(C)C)CC=2C(=NC=CC2)C#N)C